[C@@H]1(C[C@@H](O)[C@@H](CO)O1)N1C(=O)N=C(N)C=C1 D-2'-deoxycytidine